2-(1-methylpropyl)-4,6-dinitrophenol CC(CC)C1=C(C(=CC(=C1)[N+](=O)[O-])[N+](=O)[O-])O